(9,9-dimethyl-9H-xanthene-4,5-diyl)bis(dichlorophosphine) CC1(C2=CC=CC(=C2OC=2C(=CC=CC12)P(Cl)Cl)P(Cl)Cl)C